ethyl 3-(3-amino-5-methoxyphenoxy)-propanoate NC=1C=C(OCCC(=O)OCC)C=C(C1)OC